NC1=C2N=CN(C2=NC=N1)C[C@@H](C)OCP(OCCCOCCCCCCCCCCC[Si](C1=C(C(=C(C(=C1F)F)F)F)F)(C)C)(O)=O 3-((11-(dimethyl(perfluorophenyl)silyl)undecyl)oxy)propyl hydrogen ((((R)-1-(6-amino-9H-purin-9-yl)propan-2-yl)oxy)methyl)phosphonate